C1(CC1)C=1N=CC2=C(N1)NC=C2C2=CC=1N(C=C2)N=CC1C(=O)NCC1CC(C1)(F)F 5-(2-Cyclopropyl-7H-pyrrolo[2,3-d]pyrimidin-5-yl)-N-((3,3-difluorocyclobutyl)methyl)pyrazolo[1,5-a]pyridine-3-carboxamide